1-[4-[amino(4,5-dichloro-2-hydroxyphenyl)methyl]piperidin-1-yl]-2-methylpropan-1-one NC(C1CCN(CC1)C(C(C)C)=O)C1=C(C=C(C(=C1)Cl)Cl)O